[N+](=O)([O-])C=1C=CC(=NC1NC1=CC=NC=C1)N1[C@H]2CN(C[C@@H]1CC2)C(=O)OC(C)(C)C tert-butyl (1R,5S)-8-{5-nitro-6-[(pyridin-4-yl)amino]pyridin-2-yl}-3,8-diazabicyclo[3.2.1]octane-3-carboxylate